4-[1-[[4-(2-phenoxyethylamino)tetrahydropyran-4-carbonyl]amino]cyclopropyl]benzoic acid O(C1=CC=CC=C1)CCNC1(CCOCC1)C(=O)NC1(CC1)C1=CC=C(C(=O)O)C=C1